C(C)C(COS(=O)(=O)[O-])CCCC.[NH4+] ammonium 2-ethylhexylsulfate